4-(p-chlorophenyl)-5-ethoxycarbonyl-6-methyl-3,4-dihydropyrimidin-2(1H)-one ClC1=CC=C(C=C1)C1NC(NC(=C1C(=O)OCC)C)=O